FC(C1=NN=C2N1C=C(N=C2)C=2C=NC(=CC2)O[C@@H](CC)C(F)(F)F)(OC)F 3-[difluoro(methoxy)methyl]-6-[6-[(1S)-1-(trifluoromethyl)propoxy]-3-pyridyl]-[1,2,4]triazolo[4,3-a]pyrazine